COC1=CC=C(CN(C2=CC(=C(C(=N2)C2=CC(=C3C(NC(NC3=C2F)=O)=O)F)C(F)(F)F)C)CC2=CC=C(C=C2)OC)C=C1 7-(6-(bis(4-methoxybenzyl)amino)-4-methyl-3-trifluoromethylpyridin-2-yl)-5,8-difluoro-2,4-dioxo-1,2,3,4-tetrahydroquinazoline